5-[(Cyclopropylmethyl)sulfonyl]-N-[4-(1,1,1,3,3,3-hexafluoro-2-hydroxypropan-2-yl)phenyl]-2-[(1-hydroxycyclopropyl)acetyl]-2,3-dihydro-1H-isoindol-1-carboxamid C1(CC1)CS(=O)(=O)C=1C=C2CN(C(C2=CC1)C(=O)NC1=CC=C(C=C1)C(C(F)(F)F)(C(F)(F)F)O)C(CC1(CC1)O)=O